N1(CCOCC1)CCN1C=C2NC=3N(C=C2C1)N=C(C3)C3=CC=NC=C3 6-[2-(morpholin-4-yl)ethyl]-2-(pyridin-4-yl)-6,7-dihydro-4H-pyrazolo[1,5-a]pyrrolo[3,4-d]pyrimidine